FC1C(NC(NC1)=O)=O 5-FLUORODIHYDROURACIL